FC1=C(C=CC(=C1)[N+](=O)[O-])C1CN(C1)C1CC(C1)C(=O)OC(C)(C)C tert-butyl (1s,3s)-3-(3-(2-fluoro-4-nitrophenyl)azetidin-1-yl)cyclobutane-1-carboxylate